N2-methyl-N2-[1-(1-methylpyrazol-3-yl)cyclopropyl]-6-(1-tetrahydropyran-2-ylindazol-6-yl)-1,3,5-triazine-2,4-diamine CN(C1=NC(=NC(=N1)N)C1=CC=C2C=NN(C2=C1)C1OCCCC1)C1(CC1)C1=NN(C=C1)C